FC(C(C(C(C(F)(F)F)(F)F)(F)F)(F)F)(O)F perfluoropentane-1-ol